N1=C(C=CC=C1)C1=NC=CC=C1.[Ru] ruthenium bipyridine